FC(C1=CC=C(C=C1)CC=1C=2N(C=CC1)C=NC2C(=O)NC21CC(C2)(C1)CC(=O)O)(F)F 2-[3-[[8-[[4-(trifluoromethyl)phenyl]methyl]imidazo[1,5-a]pyridine-1-carbonyl]amino]-1-bicyclo[1.1.1]pentanyl]acetic acid